4-(3-fluorophenyl)-1-(5-(isopropylthio)-4-(5-(trifluoromethyl)pyrimidin-2-yl)thiazol-2-yl)-3-methyl-1H-pyrazole-5-carboxylic acid FC=1C=C(C=CC1)C=1C(=NN(C1C(=O)O)C=1SC(=C(N1)C1=NC=C(C=N1)C(F)(F)F)SC(C)C)C